Cl.FC(C1=NC=CC(=N1)N1CC2(CC1)CCNCC2)(F)F 2-(2-(trifluoromethyl)pyrimidin-4-yl)-2,8-diazaspiro[4.5]decane hydrochloride